C(C=C)(=O)OOCC.C(C=C)(=O)OOCC.C(C=C)(=O)OOCC triethoxy triacrylate